C(C)(C)OC(C(CC(C)C)N)=O 2-amino-4-methylpentanoic acid (S)-isopropyl ester